2-{[7-amino-4-(1H-indazol-3-yl)-1-oxo-2,3-dihydro-1H-isoindol-2-yl]methyl}prop-2-enenitrile NC=1C=CC(=C2CN(C(C12)=O)CC(C#N)=C)C1=NNC2=CC=CC=C12